OC1=C(C(=O)O)C=C(C=C1)NC=1S\C(\C(N1)=O)=C/C1=CNC2=CC=CC=C12 2-hydroxy-5-[(5Z)-5-(1H-indol-3-ylmethylene)-4-oxo-4,5-dihydro-1,3-thiazol-2-yl]aminobenzoic acid